CS(=O)(=NC=1C=NC=CC1)C1=C(N=C2N1C=C(C=C2)C2=NOC(=N2)C(F)(F)F)C methyl(2-methyl-6-(5-(trifluoromethyl)-1,2,4-oxadiazol-3-yl)imidazo[1,2-a]pyridin-3-yl)(pyridin-3-ylimino)-λ6-sulfanone